2,4-Dihydroxy-4'-n-octyl-benzophenone OC1=C(C(=O)C2=CC=C(C=C2)CCCCCCCC)C=CC(=C1)O